3-[2-[6-(azetidin-3-yloxy)-1,3-benzothiazol-2-yl]-2-(benzenesulfonamido)ethyl]benzamidine N1CC(C1)OC1=CC2=C(N=C(S2)C(CC=2C=C(C(=N)N)C=CC2)NS(=O)(=O)C2=CC=CC=C2)C=C1